benzyl 4-((tert-butyldiphenylsilyl)oxy)-2-hydroxy-3,6-dimethylbenzoate [Si](C1=CC=CC=C1)(C1=CC=CC=C1)(C(C)(C)C)OC1=C(C(=C(C(=O)OCC2=CC=CC=C2)C(=C1)C)O)C